2-(2-ethyl)-piperazine CCC1NCCNC1